FC(C1=CC(=CC=C1)C(=C)C(F)(F)F)(F)F 1-(trifluoromethyl)-3-(3,3,3-trifluoroprop-1-en-2-yl)benzene